C1(CCC1)=C1C(NC2=CC=C(C=C12)C=1C(=C(C=CC1)S(=O)(=O)N)OC)=O (3-Cyclobutylidene-2-oxindol-5-yl)-2-methoxybenzenesulfonamide